7-isopropyl-1'-(6-methoxyquinolin-3-carbonyl)spiro[isochroman-3,4'-piperidin]-1-one C(C)(C)C1=CC=C2CC3(CCN(CC3)C(=O)C=3C=NC4=CC=C(C=C4C3)OC)OC(C2=C1)=O